ClC1=CC=C(C=C1)[C@]1(CNCC1)N1C=NC(=C1)C1=CC=C(C=C1)OC(F)(F)F (R)-1-(3-(4-chlorophenyl)pyrrolidin-3-yl)-4-(4-(trifluoromethoxy)phenyl)-1H-imidazole